ClC1=C(C=CC=C1)C1=NCC2=NN=C(N2C=2SC=3C[C@H](CC3C12)C(=O)O)C (13S)-9-(2-chlorophenyl)-3-methyl-16-thia-2,4,5,8-tetraazatetracyclo[8.6.0.02,6.011,15]hexadeca-1(10),3,5,8,11(15)-pentaene-13-carboxylic acid